OC1CN(CC(C1)C)C(=O)O 3-hydroxy-5-methylpiperidine-1-carboxylic acid